C(C1=CC=CC=C1)C1=CC=C(C=C1)N=C=O 4-benzylphenyl isocyanate